C(C)N1C2=NC(=NC(=C2N=C1C1=CC=NC=C1)N1CCOCC1)N1N=C2C=CC(=CC2=C1)CO (2-(9-ethyl-6-morpholino-8-(pyridin-4-yl)-9H-purin-2-yl)-2H-indazol-5-yl)methanol